1-(6-(4-methoxybenzyl)-4-methyl-5,6-dihydro-4H-isoxazolo[5,4-e]indazol-3-yl)ethan-1-one COC1=CC=C(CN2N=CC=3C4=C(C(CC23)C)C(=NO4)C(C)=O)C=C1